OC[C@@](C)(O)C=1SC(=CN1)[S@](=O)(N)=NC(NC1=C2C(=CC=3CCCC13)CC2)=O |o1:10| (S) or (R)-2-((R)-1,2-dihydroxypropan-2-yl)-N'-((2,4,5,6-tetrahydro-1H-cyclobuta[f]inden-3-yl)carbamoyl)thiazole-5-sulfonimidamide